C1(CCC1)CN1CC2(CN(C2)C2=C(N=C(S2)C2=NNC(=C2C(C)C)C=2C=C(C=3N(C2)N=CN3)OC)C)C1 5-(6-(cyclobutylmethyl)-2,6-diazaspiro[3.3]heptan-2-yl)-2-(4-isopropyl-5-(8-methoxy-[1,2,4]triazolo[1,5-a]pyridin-6-yl)-1H-pyrazol-3-yl)-4-methylthiazole